CN(CCCN1C2=C(N(C(C3C(C1)CC(N3C3=NC(=CC(=C3)C(F)(F)F)C)=O)=O)C)C=CC=C2C)C 5-(3-(Dimethylamino)propyl)-6,10-dimethyl-1-(6-methyl-4-(trifluoromethyl)pyridin-2-yl)-1,3a,4,5,10,11a-hexahydro-2H-benzo[b]pyrrolo[2,3-f][1,4]diazocine-2,11(3H)-dione